C[C@@H]1CN(C(=CC1)C=1C=CC2=C(N=C(S2)C)C1)C(=O)OC(C)(C)C tert-butyl (S)-3-methyl-6-(2-methylbenzo[d]thiazol-5-yl)-3,4-dihydropyridine-1(2H)-carboxylate